C1(CCCC1)N1N=C(C2=CC=C(C=C12)COC1=CC=C(C=C1)[C@@H](CC(=O)O)C)C1=CC=C(C=C1)[N+](=O)[O-] (R)-3-(4-((1-cyclopentyl-3-(4-nitrophenyl)-1H-indazol-6-yl)methoxy)phenyl)butanoic acid